OC1(COC(OC1)(C)C)C=1SC(=CN1)S(=O)(N)=N 2-(5-hydroxy-2,2-dimethyl-1,3-dioxan-5-yl)thiazole-5-sulfonimidamide